ClC=1N=NC(=C2C1N=C(C=C2)OC)C 8-chloro-2-methoxy-5-methyl-pyrido[2,3-d]pyridazine